(2-((2-(2-(2-(2-Azidoethoxy)ethoxy)ethoxy)ethyl)carbamoyl)-7-fluoro-9H-fluoren-9-yl)methyl (2,5-dioxopyrrolidin-1-yl) carbonate C(OCC1C2=CC(=CC=C2C=2C=CC(=CC12)C(NCCOCCOCCOCCN=[N+]=[N-])=O)F)(ON1C(CCC1=O)=O)=O